NC=1C(N(C=CC1)[C@H]1[C@@H](C1)F)=O racemic-(Trans)-3-amino-1-(2-fluorocyclopropyl)pyridin-2(1H)-one